FC1(CC(CN(C1)C)N(C(C(F)(F)F)=O)C=1C=NN(C1)C)F N-(5,5-Difluoro-1-methylpiperidin-3-yl)-2,2,2-trifluoro-N-(1-methyl-1H-pyrazol-4-yl)acetamide